2-methyl-8-quinolate CC1=NC2=C(C=CC=C2C=C1)C(=O)[O-]